chloro-methyl-zinc pyridinecarboxylate N1=C(C=CC=C1)C(=O)O.Cl[Zn]C